C(C)(C)(C)OC(NC1(CCN(CC1)C(NC=1SC(=C(N1)C1=CC(=CC=C1)C#N)C1=CC(=NC(=C1)C)C)=O)C#N)=O N-[4-cyano-1-[[4-(3-cyanophenyl)-5-(2,6-dimethyl-4-pyridinyl)thiazol-2-yl]carbamoyl]-4-piperidinyl]carbamic acid tert-butyl ester